4-amino-3-(1-methyl-1H-indazol-3-yl)-1H-pyrazole NC=1C(=NNC1)C1=NN(C2=CC=CC=C12)C